CCCCC/C=C\\C/C=C\\C/C=C\\C=C\\C(CCCC(=O)O)O The molecule is a HETE having a 5-hydroxy group and (6E)-, (8Z)-, (11Z)- and (14Z)-double bonds. It has a role as a mouse metabolite. It is a conjugate acid of a 5-HETE(1-).